5-Amino-2-isopropylphenol NC=1C=CC(=C(C1)O)C(C)C